2-propyl-2-butyl-1,3-propanediol C(CC)C(CO)(CO)CCCC